4-bromo-7-nitro-2-((2-(trimethylsilyl)ethoxy)methyl)-2H-indazole BrC=1C2=CN(N=C2C(=CC1)[N+](=O)[O-])COCC[Si](C)(C)C